4-(piperidin-3-yl)morpholine Hydroquinonemonomethacrylate C=1(O)C(=CC(O)=CC1)CC(C(=O)O)=C.N1CC(CCC1)N1CCOCC1